2,6-difluoro-N,N-diisopropylbenzeneformamidine FC1=C(C(=CC=C1)F)C(=N)N(C(C)C)C(C)C